ClC=1N=[S+]SC1Cl 4,5-dichlorodithiazol-2-ium